FC(OC1=CC=C(C=C1)C(C=CC1=C(C(=C(C(=C1)C)C(=O)OC(C)(C)C)C)OC(C)C)=O)(F)F 1-[4-trifluoromethoxyphenyl]-3-[3,5-dimethyl-4-tert-butoxycarbonyldimethylmethoxyphenyl]prop-2-en-1-one